4-[1-[4-fluoro-2-(trifluoromethyl)phenyl]ethyl]-5H,6H,7H,8H-pyrido[3,4-d]pyrimidine FC1=CC(=C(C=C1)C(C)C=1C2=C(N=CN1)CNCC2)C(F)(F)F